CC([C@@H](C(=O)OC(C)(C)C)N(C(=O)[C@@H]1CNCC1)C)C tert-butyl (2S)-3-methyl-2-{N-methyl-1-[(3S)-pyrrolidin-3-yl]formamido}butanoate